C1(CCCCCC1)[C@@H](C(=O)NC1=NC=C(C=C1)C=1C(=NOC1C)C)NC(OC(C)(C)C)=O tert-butyl (S)-(1-cycloheptyl-2-((5-(3,5-dimethylisoxazol-4-yl)pyridin-2-yl)amino)-2-oxoethyl)carbamate